methylenebenzofuran-2(3H)-one C=C1C(OC2=C1C=CC=C2)=O